BrC1=C(C2=C(N=CN=C2N)N1COCC[Si](C)(C)C)C1=NC=CC=N1 6-bromo-5-(pyrimidin-2-yl)-7-((2-(trimethylsilyl)ethoxy)-methyl)-7H-pyrrolo[2,3-d]pyrimidin-4-amine